2-chloro-5-(4,4-difluorocyclohexyl)-7,8-dihydro-5H-imidazo[1,2-e]Purine ClC=1N=CC=2N(C=3N(C2N1)CCN3)C3CCC(CC3)(F)F